methyl 1-(4-bromophenyl)-9H-pyrido[3,4-b]indole-3-carboxylate BrC1=CC=C(C=C1)C1=NC(=CC2=C1NC1=CC=CC=C21)C(=O)OC